Cl.FC(C)(F)C1=NC(=CC(=N1)NC1=CC(=NC=C1C=1SC=2CNCCC2N1)NC(C)=O)C N-(4-((2-(1,1-difluoroethyl)-6-methylpyrimidin-4-yl)amino)-5-(4,5,6,7-tetrahydrothiazolo[5,4-c]pyridin-2-yl)pyridin-2-yl)acetamide hydrochloride